C(CCCCCCC\C=C/C[C@H](O)CCCCCC)(=O)OCC(OC(CCCCCCC\C=C/C[C@H](O)CCCCCC)=O)CO glycerol di-ricinoleate